7-(4-amino-4-methylpiperidin-1-yl)-3-(3-bromobenzyl)-3H-[1,2,3]triazolo[4,5-d]pyrimidin-5-amine NC1(CCN(CC1)C=1C2=C(N=C(N1)N)N(N=N2)CC2=CC(=CC=C2)Br)C